CC(C)N(C(=O)N)C(C)C 1,1-di(propan-2-yl)urea